4-(2-(4-Fluorophenyl)-1H-pyrrolo[2,3-b]pyridin-5-yl)-N-(2-morpholinoethyl)-thiophene-2-carboxamide FC1=CC=C(C=C1)C1=CC=2C(=NC=C(C2)C=2C=C(SC2)C(=O)NCCN2CCOCC2)N1